[Cl-].ClC=1C=C(C[N+](C)(C)CCCCCCCCCCCC)C=CC1Cl (3,4-DICHLOROBENZYL)DODECYLDIMETHYLAMMONIUM CHLORIDE